N1-(1H-benzimidazol-5-yl)-1-[4-(5-chlorothien-3-yl)-2,3-difluorophenyl]ethane-1,2-diamine N1C=NC2=C1C=CC(=C2)NC(CN)C2=C(C(=C(C=C2)C2=CSC(=C2)Cl)F)F